FC(COC1=NN(C(=C1)C(=O)N)C1=CC(=CC=C1)F)(F)F 3-trifluoroethoxy-1-(3-fluorophenyl)-1H-pyrazole-5-carboxamide